4-(5-fluoropyrimidin-2-yl)-1,5-dimethyl-1H-pyrazole-3-carboxylic acid FC=1C=NC(=NC1)C=1C(=NN(C1C)C)C(=O)O